eicosane-7,8-diol CCCCCCC(C(CCCCCCCCCCCC)O)O